Cl[Ru-2](Cl)(Cl)(Cl)(Cl)Cl.[Ru+3].Cl[Ru-2](Cl)(Cl)(Cl)(Cl)Cl.Cl[Ru-2](Cl)(Cl)(Cl)(Cl)Cl.[Ru+3] ruthenium hexachlororuthenium(IV)